2,2'-(7-(21-Carboxy-1-((2-(cyclooctylamino)-3,5,6-trifluoro-4-sulfamoylphenyl)sulfonyl)-3,13,18-trioxo-7,10-dioxa-4,14,7-triazahenicosan-21-yl)-1,4,7-triazonane-1,4-diyl)diacetic acid C(=O)(O)C(CCC(CCCNC(CCOCCOCCNC(CCS(=O)(=O)C1=C(C(=C(C(=C1F)F)S(N)(=O)=O)F)NC1CCCCCCC1)=O)=O)=O)N1CCN(CCN(CC1)CC(=O)O)CC(=O)O